copper benzimidazolone N=1C(N=C2C1C=CC=C2)=O.[Cu]